ClC=1C=C(C=NC1N1N=CC=N1)NC(=O)C1CC(C2=C1C=NC=1N2N=C(C1)C(F)(F)F)(C)C N-(5-chloro-6-(2H-1,2,3-triazol-2-yl)pyridin-3-yl)-8,8-dimethyl-2-(trifluoromethyl)-7,8-dihydro-6H-cyclopenta[e]pyrazolo[1,5-a]pyrimidine-6-carboxamide